FC1(CC(CC1)CN1C(N(N=C1CC1=C(C=CC=C1)C(F)(F)F)C)=O)F 4-((3,3-difluorocyclopentyl)methyl)-2-methyl-5-(2-(trifluoromethyl)benzyl)-2,4-dihydro-3H-1,2,4-triazol-3-one